2'-bromo-3',5'-dimethylspiro[cyclopropane-1,6'-thieno[2,3-c]pyrrole]-4'-one BrC1=C(C2=C(C3(N(C2=O)C)CC3)S1)C